(2S,4S)-2'-chloro-2-(3-methylisoxazol-5-yl)-4',5'-dihydrospiro[piperidine-4,7'-thieno[2,3-c]pyran]-4'-ol ClC1=CC2=C([C@@]3(OCC2O)C[C@H](NCC3)C3=CC(=NO3)C)S1